N-(4-(2-OXOPIPERIDIN-1-YL)PHENYL)-3-(PYRIDIN-2-YLETHYNYL)BENZAMIDE O=C1N(CCCC1)C1=CC=C(C=C1)NC(C1=CC(=CC=C1)C#CC1=NC=CC=C1)=O